C(CC(=O)N)[C@@H](C(=O)O)NC[C@H]([C@H]([C@@H]([C@@H](CO)O)O)O)O The molecule is a hexitol derivative that is D-mannitol in which the hydroxy group at position 1 is replaced by the alpha-amino group of L-glutamine. It is produced in crown gall tumours induced in a wide range of dicotyledenous plants by Agrobacterium tumefaciens. It has a role as a plant metabolite. It is a hexitol derivative, a dicarboxylic acid monoamide, a secondary amino compound, an amino acid opine, a non-proteinogenic L-alpha-amino acid and a L-glutamine derivative. It derives from a D-mannitol.